O=C(C[C@@H]1CC[C@@H](O1)COC1=C(C(NN=C1)=O)C(F)(F)F)N1CCN(CC1)C1=NC=C(C=C1)C(F)(F)F 5-[[(2R,5S)-5-(2-oxo-2-[4-[5-(trifluoromethyl)pyridin-2-yl]piperazin-1-yl]ethyl)oxolan-2-yl]methoxy]-4-(trifluoromethyl)-2,3-dihydropyridazin-3-one